7-cyclopropyl-2-[(2R)-2-(1-cyclopropylpyrazol-4-yl)tetrahydropyran-4-yl]-4-(2,4-difluorophenyl)pteridine-6-carboxylic acid C1(CC1)C1=C(N=C2C(=NC(=NC2=N1)C1C[C@@H](OCC1)C=1C=NN(C1)C1CC1)C1=C(C=C(C=C1)F)F)C(=O)O